FC=1C=C(C=C(C1)F)[C@@H]1N(OCC1)C1=CC(=NC=N1)NC=1C(=CC(=C(C1)NC(C=C)=O)N1CCC(CC1)N1CCOCC1)OC N-(5-((6-((R)-3-(3,5-difluorophenyl)-isoxazolidine-2-yl)pyrimidine-4-yl)amino)-4-methoxy-2-(4-morpholinopiperidine-1-yl)phenyl)acrylamide